C(C)C=1C=NC(=NC1)O[C@@H]1C[C@@H]2CN([C@H]1C2)C(=O)C2=C(C(=CC=C2)F)C2=NC=CC=N2 ((1S,4R,6R)-6-((5-ethylpyrimidin-2-yl)oxy)-2-azabicyclo[2.2.1]heptan-2-yl)(3-fluoro-2-(pyrimidin-2-yl)phenyl)methanone